4-bromo-2-pivalamidophenyl pivalate C(C(C)(C)C)(=O)OC1=C(C=C(C=C1)Br)NC(C(C)(C)C)=O